C(C)C(CC1=C(C(=O)C2=CC=CC=C2)C=CC=C1)CCCC 2-ethylhexyl-Benzophenone